C(C)N1C(=O)N(C(=O)CC1=O)CC 1,3-diethyl-barbituric acid